CC1(CC2C(CC1)O2)C(=O)OC2CC1C(CC2)(O1)C 4-epoxy-1-methylcyclohexyl 3,4-epoxy-1-methylcyclohexanecarboxylate